O1C(=CC2=C1C=CC=C2)C2=NC1=C3N=CC=CC3=CC=C1C=C2 benzofuranyl-phenanthroline